FC1=C(C=C(C=C1)[N+](=O)[O-])CN(C)C 1-(2-fluoro-5-nitrophenyl)-N,N-dimethylmethylamine